Azabicyclo(3.3.1)nonanen C12=NCCC(CCC1)C2